N=1N=C(N2C1C=CC=C2)[C@@H]2C[C@@H](CCC2)NC2=NC=C(C(=N2)N(C2=CC=CC=C2)C)C(F)(F)F N2-((1R,3S)-3-([1,2,4]triazolo[4,3-a]pyridin-3-yl)cyclohexyl)-N4-methyl-N4-phenyl-5-(trifluoromethyl)pyrimidine-2,4-diamine